C(C)(C)(C)NC(=CC(C)=O)C 4-(tert-butylamino)-3-penten-2-one